3,5,5-trimethylhexanoic acid CC(CC(=O)O)CC(C)(C)C